7-ketopalmitic acid O=C(CCCCCC(=O)O)CCCCCCCCC